(R)-5-amino-N-(1-(5-cyclopropyl-3-fluoropyridin-2-yl)ethyl)-N-ethyl-6,8-dihydro-1H-furo[3,4-d]pyrrolo[3,2-b]pyridine-2-carboxamide NC1=C2C(=C3C(=N1)C=C(N3)C(=O)N(CC)[C@H](C)C3=NC=C(C=C3F)C3CC3)COC2